C(C)(C)(C)OC(=O)N1C[C@@H](OCC1)C(=O)N1CCN(CC1)C1=NC=C(C=C1)C#N (2R)-2-[4-(5-cyano-2-pyridinyl)piperazine-1-carbonyl]morpholine-4-carboxylic acid tert-butyl ester